2-methoxy-4-(trifluoromethyl)-1,3-benzoxathiolane COC1OC2=C(S1)C(=CC=C2)C(F)(F)F